ethylene glycol e-bis(3,5-dihydroxybenzoate) OC=1C=C(C(=O)OCCOC(C2=CC(=CC(=C2)O)O)=O)C=C(C1)O